ClC1=C2C(=NN(C2=C(C=C1)[N+](=O)[O-])C)N(S(=O)(=O)C)S(=O)(=O)C N-(4-chloro-1-methyl-7-nitro-1H-indazol-3-yl)-N-(methylsulfonyl)methanesulfonamide